FC(C)(F)C1=NC(=CC(=N1)N1CC2(C=3C=NC(=CC31)NC(C)=O)CC2)OC2COC2 N-(1'-(2-(1,1-difluoroethyl)-6-(oxetan-3-yloxy)pyrimidin-4-yl)-1',2'-dihydrospiro[cyclopropane-1,3'-pyrrolo[3,2-c]pyridin]-6'-yl)acetamide